N=1C=NN2C1C=C(C=C2)C=2C=NC(=NC2)CC(=O)NC2=CC=C(C=C2)OC(F)(F)F 2-[5-([1,2,4]Triazolo[1,5-a]pyridin-7-yl)pyrimidin-2-yl]-N-[4-(trifluoromethoxy)phenyl]acetamide